C(C)(=O)N1CC(C1)NC(=O)N1CCN(C2=CC(=CC=C12)F)C1=CC=C(C=C1)F N-(1-acetylazetidin-3-yl)-6-fluoro-4-(4-fluorophenyl)-3,4-Dihydroquinoxaline-1(2H)-carboxamide